(S)-N-(2-Amino-1-(3-chlorophenyl)ethyl)-1-(2-((3,3-difluorocyclobutyl)amino)-5-methylpyrimidin-4-yl)-1H-imidazole-4-carboxamide benzenesulfonic acid salt C1(=CC=CC=C1)S(=O)(=O)O.NC[C@H](C1=CC(=CC=C1)Cl)NC(=O)C=1N=CN(C1)C1=NC(=NC=C1C)NC1CC(C1)(F)F